C(\C=C\CCCCCC=C)=O (E)-2,9-Decadienal